C(C)NCC(C)OC=1N(N=CC1C=1C=C2C(=NN(C2=CC1F)C1OCCCC1)C=C)C N-ethyl-2-[4-(6-fluoro-1-tetrahydropyran-2-yl-3-vinyl-indazol-5-yl)-2-methyl-pyrazol-3-yl]oxy-propan-1-amine